O1C(CCCC1)OC=1C=C(C=CC1OC1OCCCC1)/C=C/C(=O)C1=C(C=C(C=C1OC1OCCCC1)OC1OCCCC1)OC1OCCCC1 (E)-3-[3,4-Bis(oxan-2-yloxy)phenyl]-1-[2,4,6-tris(oxan-2-yloxy)phenyl]prop-2-en-1-one